COC1=C(C(=CC(=C1)C=1C2=C(C(N(C1)C)=O)N(N=C2)CC2=CC=C(C=C2)OC)OC)CC2CCN(CC2)C(=O)OC(C)(C)C tert-butyl 4-[[2,6-dimethoxy-4-[1-[(4-methoxyphenyl)methyl]-6-methyl-7-oxo-pyrazolo[3,4-c]pyridin-4-yl]phenyl]methyl]piperidine-1-carboxylate